(2S)-3-methyl-2-{N-methyl-1-[(3S)-1-(prop-2-enoyl)pyrrolidin-3-yl]formamido}butanoic acid CC([C@@H](C(=O)O)N(C(=O)[C@@H]1CN(CC1)C(C=C)=O)C)C